N'-hydroxy-4-[(2-oxopyrrolidin-1-yl)methyl]benzamidine ON=C(C1=CC=C(C=C1)CN1C(CCC1)=O)N